1-(5-(3-(2-methoxyethyl)-2-methyl-3H-imidazo[4,5-b]pyridin-5-yl)pyrrolo[2,1-f][1,2,4]triazin-2-yl)-N4-methylcyclohexane-1,4-diamine COCCN1C(=NC=2C1=NC(=CC2)C=2C=CN1N=C(N=CC12)C1(CCC(CC1)NC)N)C